C1(=CC=CC=C1)C(=NC1=CC2=C(N=C(S2)CC2=CC=C(C=C2)OC(F)(F)F)C=C1)C1=CC=CC=C1 N-(diphenylmethylene)-2-(4-(trifluoromethoxy)benzyl)benzo[d]thiazol-6-amine